diethoxy diacrylate C(C=C)(=O)OOCC.C(C=C)(=O)OOCC